2-methyl-cyclopentan-1-one CC1C(CCC1)=O